C(C)(C)(C)OC(=O)N1CC2=CC=CC(=C2CC1)B1OC(C(O1)(C)C)(C)C 5-(4,4,5,5-tetramethyl-1,3,2-dioxaborolan-2-yl)-3,4-dihydroisoquinoline-2(1H)-carboxylic acid tert-butyl ester